ONC(=O)CCCCCCC(=O)N1CCN(CC1)C1=CC=C(C=C1)C#CC1=CC=C(S1)/C=C/C(=O)OC(C)(C)C Tert-butyl (2E)-3-{5-[2-(4-{4-[7-(hydroxycarbamoyl)heptanoyl]piperazin-1-yl}phenyl)ethynyl]thiophen-2-yl}prop-2-enoate